rac-(3-((1R,4R)-4-(Methylcarbamoyl)-cyclohexyl)-1,2,3-oxadiazol-3-ium-5-yl)((3-(2-(o-tolyl)acetamido)-5-(trifluoromethyl)phenyl)-carbamoyl)amide CNC(=O)C1CCC(CC1)[N+]1=NOC(=C1)[N-]C(NC1=CC(=CC(=C1)C(F)(F)F)NC(CC1=C(C=CC=C1)C)=O)=O